p-anisyl acetate C(C)(=O)OCC1=CC=C(C=C1)OC